Trimethyl-[2-[[4-(1-piperidyl)-3-(4,4,5,5-tetramethyl-1,3,2-dioxaborolan-2-yl)pyrrolo[2,3-b]pyridin-1-yl]methoxy]ethyl]silane C[Si](CCOCN1C=C(C=2C1=NC=CC2N2CCCCC2)B2OC(C(O2)(C)C)(C)C)(C)C